5-Bromo-N-((2-chloropyridin-3-yl)carbamoyl)-4-cyclopropyl-2-fluorobenzamide BrC=1C(=CC(=C(C(=O)NC(NC=2C(=NC=CC2)Cl)=O)C1)F)C1CC1